CC1(CN=C(OC1)NC1=CC(=C(OC2=C3C(=NC=C2)NC=C3C3=CC=C(C=C3)C(=O)N3CCOCC3)C(=C1)F)F)C (4-(4-(4-((5,5-dimethyl-5,6-dihydro-4H-1,3-oxazin-2-yl)amino)-2,6-difluorophenoxy)-1H-pyrrolo[2,3-b]pyridin-3-yl)phenyl)(morpholino)methanone